FC=1C(=C2C(=NC1)NC(=N2)C2CCOCC2)I 6-fluoro-7-iodo-2-tetrahydropyran-4-yl-3H-imidazo[4,5-b]pyridine